FC=1C(=CC(=NC1)OC)C1=CC(=NN1)C(=O)N1C2(CC2)C[C@H](CC1)C(=O)N[C@H]1CCC2CCNC2C1 (S)-4-(5-(5-fluoro-2-methoxypyridin-4-yl)-1H-pyrazole-3-carbonyl)-N-((6S,8aR)-octahydroindol-6-yl)-4-azaspiro[2.5]octane-7-carboxamide